3-NITRO-6-PYRIDINECARBOXALDEHYDE [N+](=O)([O-])C=1C=NC(=CC1)C=O